4-AMINO-3-(2-FLUORO-4-PHENOXY-PHENYL)PYRAZOLO[3,4-D]PYRIMIDIN NC1=C2C(=NC=N1)NN=C2C2=C(C=C(C=C2)OC2=CC=CC=C2)F